FC(N1C=NC=C1C=O)F 3-(difluoromethyl)imidazole-4-carbaldehyde